3-(3-(3-fluoro-4-(pyrimidin-2-yloxy)benzyl)isoxazol-5-yl)pyridin-2-amine FC=1C=C(CC2=NOC(=C2)C=2C(=NC=CC2)N)C=CC1OC1=NC=CC=N1